C(C)(C)(CC(C)(C)C)C1=CC=CC2=NN(N=C21)C2=CC=CC(=C2C(C)(C)C2=CC=CC=C2)C(C)(C)CC(C)(C)C 4-t-octyl-(6-cumyl-5-t-octylphenyl)-2H-benzotriazole